(R)-5-amino-2-((isopropylamino)methyl)-N-(1-(naphthalen-1-yl)ethyl)benzamide NC=1C=CC(=C(C(=O)N[C@H](C)C2=CC=CC3=CC=CC=C23)C1)CNC(C)C